O1CCCC12CN(CC2)CC(=O)NC=2C=C(C(=NC2)C)C=2N1C(SC2C=2C=NN(C2)C)=C(C=N1)C(=O)N (5-(2-(1-oxa-7-azaspiro[4.4]non-7-yl)acetamido)-2-methylpyridin-3-yl)-2-(1-methyl-1H-pyrazol-4-yl)pyrazolo[5,1-b]thiazole-7-carboxamide